7-hydroxy-2-methyl-8-(5-methyl-2-(prop-1-en-2-yl)phenyl)-4-oxo-5-pentyl-4H-benzo[d][1,3]dioxine-2-carboxylic acid OC=1C=C(C2=C(OC(OC2=O)(C(=O)O)C)C1C1=C(C=CC(=C1)C)C(=C)C)CCCCC